2-chloro-4-fluoro-3-iodophenyl-N-((2-(trimethylsilyl)ethoxy)-methyl)ethanesulfonamide ClC1=C(C=CC(=C1I)F)C(C)S(=O)(=O)NCOCC[Si](C)(C)C